O=C1NC(CCC1N1N=NC2=C(C1=O)C=C(C=C2)N2CCCCC2)=O (3-(2,6-dioxopiperidin-3-yl)-4-oxo-3,4-dihydrobenzo[d][1,2,3]triazin-6-yl)piperidin